C(CCC)[P+](CCCCCC)(CCCCCC)CCCCCC butyl-trihexyl-phosphonium